1,2-epoxypropyl(m-cresyl)ethylene glycol phosphate P(=O)(O)(O)O.C(CC)C1(C(O1)(C1=CC(=CC=C1)C)O)O